N(=[N+]=[N-])C(C(=O)OCC)=CC=1OC(=CC1)C1=CC=C(C=C1)OC ethyl 2-azido-3-[5-(4-methoxyphenyl)-furan-2-yl]-acrylate